2,3-dihydroxy-p-cumate CC(C)C1=C(C(=C(C=C1)C(=O)O)O)[O-]